C(C)OC(C(=CC=CN1CCCC1)S(=O)(=O)C1=CC=CC=C1)=O 2-phenylsulfonyl-5-(1-tetrahydropyrrolyl)-2,4-pentadienoic acid ethyl ester